[[propylhydroxyphosphinyl]methyl]glutaric acid C(CC)P(=O)(O)CC(C(=O)O)CCC(=O)O